C(C)C(CN1CC2(CN(C2)C2=C(N=C(S2)C2=NNC(=C2C(C)C)C=2C=C(C=3N(C2)N=CN3)OC)C)C1)CC 5-(6-(2-ethylbutyl)-2,6-diazaspiro[3.3]hept-2-yl)-2-(4-isopropyl-5-(8-methoxy-[1,2,4]triazolo[1,5-a]pyridin-6-yl)-1H-pyrazol-3-yl)-4-methylthiazole